NC(CCN(NC([C@H](CC(C)C)NC(OCC1=CC=CC=C1)=O)=O)C(C(=C)CC1=CC=CC=C1)=O)=O benzyl (S)-(1-(2-(3-amino-3-oxopropyl)-2-(2-benzylacryloyl)hydrazineyl)-4-methyl-1-oxopentan-2-yl)carbamate